((3-(1-aminoethyl)-2-fluorophenyl)imino)methylsulfanone hydrochloride Cl.NC(C)C=1C(=C(C=CC1)N=CS=O)F